5-dimethylaminouridine CN(C=1C(NC(N([C@H]2[C@H](O)[C@H](O)[C@@H](CO)O2)C1)=O)=O)C